1-(4-methoxybenzyl)-1-(3-(2-methoxyethoxy)benzyl)thiourea COC1=CC=C(CN(C(=S)N)CC2=CC(=CC=C2)OCCOC)C=C1